C(CC1=CC=C(C=C1S(=O)(=O)O)N)C1=CC=C(C=C1S(=O)(=O)O)N 6,6'-(ethane-1,2-diyl)bis(3-aminobenzenesulfonic acid)